CP(=O)(C)C1=NC=CC(=C1N)OC dimethylphosphoryl-4-methoxy-pyridin-3-amine